thiacyclopentane-2-carboxylic acid S1C(CCC1)C(=O)O